1-(trans-5-(([1,1'-biphenyl]-3-ylmethyl)amino)octahydrocyclopenta[c]pyrrole-2-carbonyl)-1H-pyrazole-3-carboxylic acid C1(=CC(=CC=C1)CNC1CC2C(CN(C2)C(=O)N2N=C(C=C2)C(=O)O)C1)C1=CC=CC=C1